methyl 2-(bromomethyl)-5-{[(3S)-3-[(methylsulfanyl)methyl]piperidin-1-yl]methyl}-3-(trifluoromethyl)benzoate BrCC1=C(C(=O)OC)C=C(C=C1C(F)(F)F)CN1C[C@H](CCC1)CSC